(E)-1-(styrylsulfonyl)-1,5,6,7-tetrahydro-2H-azepin-2-one C(=CC1=CC=CC=C1)S(=O)(=O)N1C(\C=C\CCC1)=O